C(C)(=O)C=1C=NC2=CC=CC=C2C1NC1=C(C=CC=C1)OC 3-acetyl-4-(2-methoxyphenyl)aminoquinoline